N-(2-(5-fluoro-2-methyl-1H-indol-3-yl)ethyl)-2-methylbenzo[d]oxazole-7-formamide FC=1C=C2C(=C(NC2=CC1)C)CCNC(=O)C1=CC=CC=2N=C(OC21)C